3-oxa-1,5-pentanediboronic acid C(COCCB(O)O)B(O)O